[N+](=O)([O-])C1=CC=C(C=C1)C1=NOC=C1C(F)(F)F 3-(4-nitrophenyl)-4-(trifluoromethyl)isoxazole